5-(2,4-dihydroxy-5-isopropylphenyl)-N-ethyl-4-(4-((4-(2-hydroxyethyl)piperazin-1-yl)methyl)phenyl)-4H-1,2,4-triazole-3-carboxamide OC1=C(C=C(C(=C1)O)C(C)C)C=1N(C(=NN1)C(=O)NCC)C1=CC=C(C=C1)CN1CCN(CC1)CCO